CCCCOC(=O)CC n-butyl n-propionate